2-(5-(3,5-dichlorophenyl)-2-(ethylsulfonyl)pyrazolo[1,5-a]pyrimidin-3-yl)-3-methyl-6-(trifluoromethyl)-3H-imidazo[4,5-c]pyridine ClC=1C=C(C=C(C1)Cl)C1=NC=2N(C=C1)N=C(C2C2=NC1=C(C=NC(=C1)C(F)(F)F)N2C)S(=O)(=O)CC